Cl.FC(C12CC(C1)(C2)N)F 3-(difluoromethyl)bicyclo[1.1.1]Pentan-1-amine hydrochloride